2-(3-(4-(2-(4-methoxy-phenyl)but-3-yn-2-yl)-thiazol-2-yl)ureido)-ethanesulfonamide COC1=CC=C(C=C1)C(C)(C#C)C=1N=C(SC1)NC(NCCS(=O)(=O)N)=O